cis-methyl-2-((2-(2-cyclopropylethyl)-3'-ethoxy-2'-methyl-[1,1'-biphenyl]-4-yl)carbamoyl)cyclohexane-1-carboxylate COC(=O)[C@H]1[C@H](CCCC1)C(NC1=CC(=C(C=C1)C1=C(C(=CC=C1)OCC)C)CCC1CC1)=O